BrCCOC1=NN(C=C1[N+](=O)[O-])COCC[Si](C)(C)C 3-(2-bromoethoxy)-4-nitro-1-((2-(trimethylsilyl)ethoxy)methyl)-1H-pyrazole